5-ethyl-2-methoxyacetophenone CCC1=CC(=C(C=C1)OC)C(=O)C